BrC=1C=C(C=CC1)C1=C(OC2=CC(=CC(=C2C1=O)O)O)C(=O)OCC Ethyl 3-(3-bromophenyl)-5,7-dihydroxy-4-oxo-chromene-2-carboxylate